tri-aminononane NC(CCCCCCCC)(N)N